4-(4,4-Difluorocyclohexyl)-N-iso-pentyl-2-methoxy-1H-imidazole-1-carboxamide FC1(CCC(CC1)C=1N=C(N(C1)C(=O)NCCC(C)C)OC)F